3,6-dinitro-N,N-diphenylanthracen-9-amine [N+](=O)([O-])C=1C=CC2=C(C3=CC=C(C=C3C=C2C1)[N+](=O)[O-])N(C1=CC=CC=C1)C1=CC=CC=C1